4-(2-((5-Fluoropyridin-2-yl)amino)-2-oxoethyl)-N-methyl-5-oxo-8-(trifluoromethyl)-4,5-dihydropyrazolo[1,5-a]pyrido[3,2-e]pyrimidine-2-carboxamide FC=1C=CC(=NC1)NC(CN1C=2N(C3=C(C1=O)C=CC(=N3)C(F)(F)F)N=C(C2)C(=O)NC)=O